tert-Butyl (R)-2-(5-chloro-2-formylphenyl)-2,3,4,7-tetrahydro-1H-azepine-1-carboxylate ClC=1C=CC(=C(C1)[C@@H]1N(CC=CCC1)C(=O)OC(C)(C)C)C=O